ethyl trihydrogen diphosphate O(P(O)(=O)OP(=O)(O)O)CC